CC1=C(C=CC=C1C)N1CCN(CC1)C(CN1N=C(C2=C1CCC2)C(=O)N2CC1C(C(C2)C1)O)=O 1-[4-(2,3-Dimethylphenyl)piperazin-1-yl]-2-[3-(6-hydroxy-3-azabicyclo[3.1.1]heptan-3-carbonyl)-5,6-dihydrocyclopenta[c]pyrazol-1(4H)-yl]ethan-1-on